N-(azetidin-3-yl)-4-morpholino-2-[(2E)-2-(m-tolylmethylene)hydrazino]thieno[2,3-d]pyrimidine-6-carboxamide N1CC(C1)NC(=O)C1=CC2=C(N=C(N=C2N2CCOCC2)N/N=C/C=2C=C(C=CC2)C)S1